2,2'-{9H-fluorene-9,9-diylbis[(4,1-phenylene)oxyethane-2,1-diyloxy[1,1'-binaphthalene]-2',2-diyloxy]}di(ethan-1-ol) C1=CC=CC=2C3=CC=CC=C3C(C12)(C1=CC=C(C=C1)OCCOC1=C(C2=CC=CC=C2C=C1)C1=C(C=CC2=CC=CC=C12)OCCO)C1=CC=C(C=C1)OCCOC1=C(C2=CC=CC=C2C=C1)C1=C(C=CC2=CC=CC=C12)OCCO